BrCC=1C=C(C=CC1)CCC(=O)O 3-(3-(bromomethyl)phenyl)propionic acid